3-[[4-[3-methyl-1-[4-[4-(trifluoromethyl)phenyl]phenoxy]butyl]benzoyl]amino]propanoic Acid CC(CC(OC1=CC=C(C=C1)C1=CC=C(C=C1)C(F)(F)F)C1=CC=C(C(=O)NCCC(=O)O)C=C1)C